ClN1C(=C(C2=CC=CC(=C12)C#N)C=1C=NNC1)C1=NC(=NN1)C(F)(F)F chloro-3-(1H-pyrazol-4-yl)-2-(3-(trifluoromethyl)-1H-1,2,4-triazol-5-yl)-1H-indole-7-carbonitrile